benzo[d]isothiazole-7-carboxylic acid S1N=CC2=C1C(=CC=C2)C(=O)O